C(C)(C)(C)OC(=O)N1CCN(CC1)C1=CC=C(OCC2=NN(C(=C2C=2C=CC=C3C(=C(NC23)C(=O)OCC)CCCOC2=CC=CC3=CC=CC=C23)C=CCCCCO)C)C=C1 ethyl 7-{3-({4-[4-(tert-butoxycarbonyl)piperazin-1-yl]phenoxy}methyl)-5-[6-hydroxyhex-1-en-1-yl]-1-methyl-1H-pyrazol-4-yl}-3-[3-(naphthalen-1-yloxy)propyl]-1H-indole-2-carboxylate